4-Chloro-3-(4,4-difluoro-2-isopropylpyrrolidin-1-yl)-1-((4-(1,1-difluoroethyl)phenyl)sulfonyl)-1H-indazole ClC1=C2C(=NN(C2=CC=C1)S(=O)(=O)C1=CC=C(C=C1)C(C)(F)F)N1C(CC(C1)(F)F)C(C)C